FC(OC=1C=C(C=C(C1)F)C=1C=C2N(C[C@@H]3N(C2=CC1)CCN(C3)CCC(=O)O)S(=O)(=O)C3=CC(=CC=C3)C(F)(F)F)F (R)-3-(8-(3-(difluoromethoxy)-5-fluorophenyl)-6-(3-(trifluoromethyl)phenylsulfonyl)-4,4a,5,6-tetrahydro-1H-pyrazino[1,2-a]quinoxalin-3(2H)-yl)propionic acid